Cl.ClC1=CC=2\C(\C3=CC=CC=C3SC2C=C1)=C/CCN(C)C (Z)-3-(2-chloro-9H-thioxanthen-9-ylidene)-N,N-dimethylpropan-1-amine hydrochloride